2-(2-chlorophenyl)-2-(dimethylamino)-6-methoxycyclohexanone ClC1=C(C=CC=C1)C1(C(C(CCC1)OC)=O)N(C)C